C1(=CC=CC=C1)C=1C2=CC=CC=C2C(=C2C=CC(=CC12)C1=CC=C(C=C1)N(C1=CC=C(C=C1)N(C1=CC=CC=C1)C1=CC=CC=C1)C1=CC=CC=C1)C1=CC=CC=C1 N-[4-(9,10-diphenyl-2-anthryl)phenyl]-N,N'-triphenyl-1,4-phenylenediamine